NC1=C(C=C(C=N1)C1=CC=C(C=C1)C(=O)N1CC(NC(C1)C)C)OCC1=C(C(=CC=C1F)F)Cl {4-[6-amino-5-(2-chloro-3,6-difluoro-benzyloxy)-pyridin-3-yl]-phenyl}-(3,5-dimethyl-piperazin-1-yl)-methanone